(R)-(1-(5-iodopyridin-2-yl)pyrrolin-3-yl)carbamic acid tert-butyl ester C(C)(C)(C)OC(NC1=CN(CC1)C1=NC=C(C=C1)I)=O